5-methoxy-2,3-dihydrobenzofuran-7-sulfonyl chloride COC=1C=C(C2=C(CCO2)C1)S(=O)(=O)Cl